C(=O)C1=C(C=C(OCC(=O)N)C=C1OC)OC 2-(4-formyl-3,5-dimethoxyphenoxy)acetamide